C(C)(C)(C)OC(=O)N1CCO[C@H](CC1)C(=O)N1[C@H](C2=CC=CC=C2CC1)C1=CC=C(C=C1)F (R)-7-((S)-1-(4-fluorophenyl)-1,2,3,4-tetrahydroisoquinoline-2-carbonyl)-1,4-oxaazepane-4-carboxylic acid tert-butyl ester